2-pyridyldimethyl(vinyl)silane N1=C(C=CC=C1)[Si](C=C)(C)C